OC(C(=O)N1C[C@@H](N(C[C@H]1CO)C=1C2=C(N=CN1)N(C=C2I)C=2C=C(C#N)C=CN2)C)(C)C 2-(4-((2S,5S)-4-(2-hydroxy-2-methylpropanoyl)-5-(hydroxymethyl)-2-methylpiperazin-1-yl)-5-iodo-7H-pyrrolo[2,3-d]pyrimidin-7-yl)isonicotinonitrile